COC(=O)C1=CC=C2CCC3(CCNCC3)OC2=C1C(=O)OC spiro[chromane-2,4'-piperidine]-7,8-dicarboxylic acid dimethyl ester